C(C1=CC=CC=C1)SC=1C(=NC=CC1)CN (3-(benzylthio)pyridin-2-yl)methylamine